[O-2].[Lu+3].[O-2].[O-2].[Lu+3] lutetium oxide